[2-[[5-(4-fluorophenyl)-6-isopropyl-1H-pyrazolo[4,3-g]isoquinolin-8-yl]oxy]-5-oxo-6-azaspiro[3.4]oct-6-yl]acetic acid FC1=CC=C(C=C1)C1=C(N=C(C2=CC3=C(C=C12)C=NN3)OC3CC1(C3)C(N(CC1)CC(=O)O)=O)C(C)C